C(C([2H])([2H])[2H])(=O)N([C@@]([C@H](O)C)(C(=O)O)[2H])[2H] |r| N-acetyl-d3-DL-threonine-d2